(R)-3-(3-(((tert-butyldiphenylsilyl)oxy)methyl)-4-methylphenyl)-3-(8-methyl-3-(trifluoromethyl)-[1,2,4]triazolo[4,3-a]pyridin-7-yl)propanoate [Si](C1=CC=CC=C1)(C1=CC=CC=C1)(C(C)(C)C)OCC=1C=C(C=CC1C)[C@@H](CC(=O)[O-])C1=C(C=2N(C=C1)C(=NN2)C(F)(F)F)C